1-Tert-butyl N-[4-[[2-(2,6-dioxo-3-piperidyl)-1,3-dioxo-isoindolin-4-yl]amino]cyclohexyl]-N-methyl-carbamate O=C1NC(CCC1N1C(C2=CC=CC(=C2C1=O)NC1CCC(CC1)N(C(OC(C)(C)C)=O)C)=O)=O